BrC1=CC2=C(OC[C@@H](C(N2C)=O)NC(C2=CC=CC=C2)(C2=CC=CC=C2)C2=CC=CC=C2)C=C1 (S)-7-bromo-5-methyl-3-(tritylamino)-2,3-dihydrobenzo[b][1,4]oxazepin-4(5H)-one